NN1C(=C(C=C1)C(F)(F)F)C(=O)OC methyl 1-amino-3-(trifluoromethyl)-1H-pyrrole-2-carboxylate